2-(2,4-dioxotetrahydropyrimidin-1(2H)-yl)-5-((4-(5-phenylthieno[2,3-d]pyrimidin-4-yl)piperidin-1-yl)methyl)isoindoline-1,3-dione O=C1N(CCC(N1)=O)N1C(C2=CC=C(C=C2C1=O)CN1CCC(CC1)C=1C2=C(N=CN1)SC=C2C2=CC=CC=C2)=O